3-(1-(8-amino-1-methylimidazo[1,5-a]pyrazin-3-yl)ethyl)-5-chloro-6-fluoro-2-isopropoxy-N-(2-methoxyethyl)benzamide NC=1C=2N(C=CN1)C(=NC2C)C(C)C=2C(=C(C(=O)NCCOC)C(=C(C2)Cl)F)OC(C)C